OC1=C(C=CC(=C1)[N+](=O)[O-])C1(CCCC1)C(=O)N (2-hydroxy-4-nitrophenyl)cyclopentanecarboxamide